tellurium oxide aluminum [Al].[Te]=O